(naphthalen-1-yl-methyl)-1H-indole-6-carboxamide C1(=CC=CC2=CC=CC=C12)CN1C=CC2=CC=C(C=C12)C(=O)N